BrC=1C=CC2=C(C(=N[C@H](C=3N2C(=NN3)C)COC)C3=C(C=CC=C3F)F)C1Cl (4R)-8-bromo-7-chloro-6-(2,6-difluorophenyl)-4-(methoxymethyl)-1-methyl-4H-[1,2,4]triazolo[4,3-a][1,4]benzodiazepine